4-(tert-butoxycarbonyl)-2-(2-ethoxy-4-((5-fluoro-2-methoxybenzamido)methyl)phenyl)-4,5,6,7-tetrahydro-2H-pyrazolo[4,3-b]pyridine-3-carboxylic acid C(C)(C)(C)OC(=O)N1C=2C(CCC1)=NN(C2C(=O)O)C2=C(C=C(C=C2)CNC(C2=C(C=CC(=C2)F)OC)=O)OCC